1-benzyl-3-(3-indolyl)-3-hydroxy-5-fluoro-indol-2-one C(C1=CC=CC=C1)N1C(C(C2=CC(=CC=C12)F)(O)C1=CNC2=CC=CC=C12)=O